2-chloro-6-(hydroxymethyl)isonicotinic acid ClC=1C=C(C(=O)O)C=C(N1)CO